COC1=C(C=CC=C1)CC(=O)NC(C(=O)O)CCN(CCCCC1=NC=2NCCCC2C=C1)CCN1C(C=CC=C1)=O 2-[[2-(2-methoxyphenyl)acetyl]amino]-4-[2-(2-oxo-1-pyridyl)ethyl-[4-(5,6,7,8-tetrahydro-1,8-naphthyridin-2-yl)butyl]amino]butanoic acid